(Z)-3-(1-((1-(2,2-Difluoroethyl)-1H-pyrazol-4-yl)amino)ethylidene)-5-(4-methylpyridin-3-yl)-1H-pyrrolo[2,3-c]pyridin-2(3H)-one FC(CN1N=CC(=C1)N\C(\C)=C\1/C(NC2=CN=C(C=C21)C=2C=NC=CC2C)=O)F